C(=C)(C)[C@H]1CC=2[C@H](CC(C2[C@H](CC1)C)O)C (3S,5R,8S)-5-isopropenyl-3,8-dimethyl-1,2,3,4,5,6,7,8-octahydro-1-azulenol